(1-((6-methoxypyridin-3-yl)sulfonyl)pyrrolidin-3-yl)(4-(quinolin-4-yl)piperazin-1-yl)methanone COC1=CC=C(C=N1)S(=O)(=O)N1CC(CC1)C(=O)N1CCN(CC1)C1=CC=NC2=CC=CC=C12